6-Amino-3-((1R,3S)-4'-chloro-3-cyano-3-ethyl-1',2'-dihydrospiro[cyclopentane-1,3'-pyrrolo[2,3-b]pyridin]-5'-yl)-2-fluoro-N,N-dimethylbenzamide NC1=CC=C(C(=C1C(=O)N(C)C)F)C=1C(=C2C(=NC1)NC[C@]21C[C@@](CC1)(CC)C#N)Cl